N1=CN=C2N=CNC2=C1O 6-Purinol